CNCC=CC 4-(methylamino)but-2-ene